BrC1=CC=C(C=C1)N1N=CC(=C1)C(C(=O)O)C 2-[1-(4-bromophenyl)pyrazol-4-yl]propanoic acid